CC1=C(C(=NN1)C)S(=O)(=O)N dimethyl-pyrazole-4-sulfonamide